tert-butyl N-[2-[2-[2-[2-[3-[1-(2,6-dioxo-3-piperidyl)-3-methyl-2-oxo-benzimidazol-4-yl]propoxy]ethoxy]ethoxy]ethoxy]ethyl]carbamate O=C1NC(CCC1N1C(N(C2=C1C=CC=C2CCCOCCOCCOCCOCCNC(OC(C)(C)C)=O)C)=O)=O